CC1=CNC2=NC=C(C=C21)C=2C=C1N(N2)CCC12CN(C2)C(=O)NC(C)C 2'-(3-methyl-1H-pyrrolo[2,3-b]pyridin-5-yl)-N-(propan-2-yl)-5',6'-dihydrospiro[azetidine-3,4'-pyrrolo[1,2-b]pyrazole]-1-carboxamide